N-(5-((4-(1,7-dimethyl-1H-indol-3-yl)-5-(trifluoromethyl)pyrimidin-2-yl)amino)-2-((2-(dimethylamino)ethyl)(methyl)amino)phenyl)acetamide CN1C=C(C2=CC=CC(=C12)C)C1=NC(=NC=C1C(F)(F)F)NC=1C=CC(=C(C1)NC(C)=O)N(C)CCN(C)C